1-(4-methoxylphenyl)-2-propanone O(C)C1=CC=C(C=C1)CC(C)=O